4-(5-(3-bromopropoxy)-2-methylphenyl)pyridin-2-amine BrCCCOC=1C=CC(=C(C1)C1=CC(=NC=C1)N)C